8,11,13-abietatriene-11,12,20-triol CC(C)C1=C(C(=C2C(=C1)CC[C@@H]3[C@@]2(CCCC3(C)C)CO)O)O